pentaerythritol tetrachloride (2-mercaptoacetate) SCC(=O)[O-].[Cl-].[Cl-].[Cl-].[Cl-].OCC(CO)(CO)CO